N-((2S,3R,4R,5R,6R)-2-(allyloxy)-6-(azidomethyl)-4,5-dihydroxytetrahydro-2H-pyran-3-yl)-2,2,2-trifluoroacetamide C(C=C)O[C@H]1O[C@@H]([C@@H]([C@@H]([C@H]1NC(C(F)(F)F)=O)O)O)CN=[N+]=[N-]